IC=1C(=CC(=C(CN2C3=NC(=NC(=C3N=C2)NC)N)C1)C(C)C)OC 9-(5-iodo-2-isopropyl-4-methoxybenzyl)-N6-methyl-9H-purine-2,6-diamine